ethyl 5-(4-(3,3,3-trifluoroprop-1-ynyl) phenoxy)-1H-1,2,3-triazole-4-carboxylate FC(C#CC1=CC=C(OC2=C(N=NN2)C(=O)OCC)C=C1)(F)F